C(#N)C1=C(C=CC=C1)S(=O)(=O)N1CC(C1)(CN[C@@H]1CC[C@H](CC1)O)COC1=CC(=C(C#N)C=C1)F 4-((1-((2-Cyanophenyl)sulfonyl)-3-(((trans-4-hydroxycyclohexyl)amino)methyl)azetidin-3-yl)methoxy)-2-fluorobenzonitrile